N-(3-((5-(4-(aminomethyl)-4-methylpiperidin-1-yl)-6-oxo-1,6-dihydropyrazin-2-yl)thio)-2-chlorophenyl)-4-hydroxy-1,5,5-trimethyl-2-oxo-2,5-dihydro-1H-pyrrole-3-carboxamide NCC1(CCN(CC1)C1=NC=C(NC1=O)SC=1C(=C(C=CC1)NC(=O)C=1C(N(C(C1O)(C)C)C)=O)Cl)C